C(#N)C(=C(O)C1=CC=C(C=C1)CC=1C(=C(C(=O)N)C=C(C1)F)OC)C#N [(4-(2,2-Dicyano-1-hydroxy-vinyl)phenyl)methyl]-5-fluoro-2-methoxy-benzamide